FC=1C=C(C=CC1F)C=1OC2=C(N1)C=CC(=C2)C(=O)N2CCN(CC2)C2=NC1=CC=CC=C1C(N2)=O 2-[4-[2-(3,4-Difluorophenyl)-1,3-benzoxazole-6-carbonyl]piperazin-1-yl]-3H-quinazolin-4-one